COC1=CC=C(CN(C(C)=O)C=2C(=NN(C2)C2OCCCC2)C(=O)OCC)C=C1 ethyl 4-(N-(4-methoxybenzyl)acetamido)-1-(tetrahydro-2H-pyran-2-yl)-1H-pyrazole-3-carboxylate